FC1=C(CC=2C=3N(C=C(N2)C2=CC=CC=C2)C(\C(\N3)=C/C=3OC(=CC3)C)=O)C=CC=C1F (E)-8-(2,3-difluorobenzyl)-2-((5-methylfuran-2-yl)methylene)-6-phenylimidazo[1,2-a]pyrazin-3(2H)-one